ClC1=C(C=C(OCC(=O)N[C@H]2CC[C@@H](N(C2)C(=O)OC(C)(C)C)C(NCCCCC(F)(F)F)=O)C=C1)F tert-butyl (2R,5S)-5-[2-(4-chloro-3-fluorophenoxy)acetamido]-2-[(5,5,5-trifluoropentyl)carbamoyl]piperidine-1-carboxylate